2-(4-((pyridine-3-ylmethyl)amino)quinazolin-2-yl)phenol N1=CC(=CC=C1)CNC1=NC(=NC2=CC=CC=C12)C1=C(C=CC=C1)O